4-Ethyl-1-oxa-3,8-diazaspiro[4.5]decan-2-one C(C)C1NC(OC12CCNCC2)=O